[N+](=O)([O-])C1=CC=C(C=C1)N1C2=CC=CC=C2C=2C=C(C=CC12)C(CCCCCCC)=NO [9-(4-nitrophenyl)carbazol-3-yl]-1-octanone oxime